5-chloro-2-methoxy-N-(5-(2-methoxy-6-(trifluoromethyl)nicotinoyl)-5,6-dihydro-4H-pyrrolo[3,4-d]thiazol-2-yl)-6'-methyl-[3,4'-bipyridine]-3'-carboxamide ClC=1C=C(C(=NC1)OC)C1=C(C=NC(=C1)C)C(=O)NC=1SC2=C(N1)CN(C2)C(C2=C(N=C(C=C2)C(F)(F)F)OC)=O